Ethylmethoxyethoxyethylpiperidine C(C)C1N(CCCC1)CCOCCOC